N1(CCNCC1)C(=O)OC1=CC=CC=C1 phenyl 1-piperazinecarboxylate